4-(3-(2-aminopentan-3-ylidene)azetidin-1-yl)-6-fluoro-N-methyl-2-((2-methylpyrimidin-5-yl)oxy)-9H-pyrimido[4,5-b]indol-8-amine NC(C)C(CC)=C1CN(C1)C1=NC(=NC=2NC3=C(C=C(C=C3C21)F)NC)OC=2C=NC(=NC2)C